tert-butyl(7,8-dichloro-2-(1H-pyrazol-3-yl) quinolin-4-yl)glycinate C(C)(C)(C)N(CC(=O)[O-])C1=CC(=NC2=C(C(=CC=C12)Cl)Cl)C1=NNC=C1